C(C)(C)C1CC(CCC1)N 3-iso-propylcyclohexylamine